ClC1=C(C=C(C=C1)NC([C@H](CCNC(OC(C)(C)C)=O)NC(=O)[C@H]1NCC2=CC=CC=C2C1)=O)C tert-butyl ((S)-4-((4-chloro-3-methylphenyl)amino)-4-oxo-3-((S)-1,2,3,4-tetrahydroisoquinoline-3-carboxamido)butyl)carbamate